C1(=CC=CC=C1)CS(=O)(=O)NC(C(=CCC(C)C)C)=O N-(phenylmethylsulfonyl)-2,5-dimethylhex-2-enamide